(Z)-13-(heptadec-8-en-1-yl)-3-(2-hydroxyethyl)-11,11-dimethyl-16-octyl-10,12,14-trioxa-17-thia-3-aza-11-silaheptacosan-1-ol C(CCCCCC\C=C/CCCCCCCC)C(O[Si](OCCCCCCN(CCO)CCO)(C)C)OCC(SCCCCCCCCCC)CCCCCCCC